C(C(=O)F)(=O)F di-fluoro-oxalic acid